C(C=CCCCCCCCCCCCC)=O pentadecen-1-al